3-((5-(2-aminopropan-2-yl)-1-(3-(methylsulfonyl)propyl)-1H-benzo[d]imidazol-2-yl)methyl)-1-methyl-5-fluoro-1,3-dihydro-2H-benzo[d]imidazol-2-one NC(C)(C)C1=CC2=C(N(C(=N2)CN2C(N(C3=C2C=C(C=C3)F)C)=O)CCCS(=O)(=O)C)C=C1